cis-3-amino-4-(hydroxymethyl)pyrrolidine-1-carboxylic acid tert-butyl ester C(C)(C)(C)OC(=O)N1C[C@H]([C@H](C1)CO)N